C(C)(C)C=1C(=NNC1C=1C=C(C=2N(C1)N=CN2)C)C2=CC=C(C=C2)[C@@H](C)NCC(C)(C)C (R)-N-(1-(4-(4-isopropyl-5-(8-methyl-[1,2,4]triazolo[1,5-a]pyridin-6-yl)-1H-pyrazol-3-yl)phenyl)ethyl)-2,2-dimethylpropan-1-amine